(S)-1-(2-(1-(4-(2-fluoro-3-methoxyphenoxy)phenyl)-5-methylimidazo[1,5-a]pyrazin-3-yl)piperidin-1-yl)but-2-yn-1-one FC1=C(OC2=CC=C(C=C2)C=2N=C(N3C2C=NC=C3C)[C@H]3N(CCCC3)C(C#CC)=O)C=CC=C1OC